[3-(dimethylamino)pyrrolidin-1-yl]-[4-[[3-(4-methoxyphenyl)imidazo[1,2-a]pyrazin-8-yl]amino]phenyl]methanone CN(C1CN(CC1)C(=O)C1=CC=C(C=C1)NC=1C=2N(C=CN1)C(=CN2)C2=CC=C(C=C2)OC)C